C1CCC2=C(C=CC=C12)NC=1N=CN(C1)C(C1=CC=CC=C1)(C1=CC=CC=C1)C1=CC=CC=C1 N-(2,3-dihydro-1H-inden-4-yl)-1-(trityl)imidazol-4-amine